C(OCC[C@@H](C)N1N=C(N=N1)COC[C@H](C)NC1CCC(CC1)NC1=NC=C(C(=C1)C1=NC(=CC=C1)NCC1(CCOCC1)C#N)Cl)([O-])=O [(1R)-1-[5-[[(2S)-2-[[4-[[5-chloro-4-[6-[(4-cyanotetrahydropyran-4-yl)methylamino]-2-pyridyl]-2-pyridyl]amino]cyclohexyl]amino]propoxy]methyl]tetrazol-2-yl]ethyl]ethyl carbonate